[Co].[Sn] tin Cobalt